N-[5-[5-[(1R,2S)-2-fluorocyclopropyl]-1,2,4-oxadiazol-3-yl]-2-methyl-phenyl]-7-[1-(2-hydroxyethoxy)ethyl]imidazo[1,2-a]pyridine-3-carboxamide F[C@@H]1[C@H](C1)C1=NC(=NO1)C=1C=CC(=C(C1)NC(=O)C1=CN=C2N1C=CC(=C2)C(C)OCCO)C